C(C)(=O)N1[C@H]([C@@H]([C@H](C2=CC(=CC=C12)C(=O)NC1COC1)NC1=NC=CC(=N1)C)C)C1CC1 (2S,3R,4R)-1-acetyl-2-cyclopropyl-3-methyl-4-((4-methylpyrimidin-2-yl)amino)-N-(oxetan-3-yl)-1,2,3,4-tetrahydroquinoline-6-carboxamide